CNS(=O)(=O)C1=CC=C(COC2=C(N=NN2)C(=O)O)C=C1 5-((4-(N-methylsulfamoyl)benzyl)oxy)-1H-1,2,3-triazole-4-carboxylic acid